[N+](=O)([O-])C1=CC=C(CC(CN(CC(=O)O)CC(=O)O)N(CC(=O)O)CC(=O)O)C=C1 2-(4-nitrobenzyl)-ethylenediaminetetraacetic acid